2-(4-{6-methanesulfonyl-2-oxaspiro[3.3]heptan-6-yl}phenoxy)ethan-1-ol CS(=O)(=O)C1(CC2(COC2)C1)C1=CC=C(OCCO)C=C1